3-(1-toluenesulfonyl-1H-pyrrol-2-yl)tetrahydrofuran-3-ol C(C1=CC=CC=C1)S(=O)(=O)N1C(=CC=C1)C1(COCC1)O